5-chloro-2-fluoro-4-(imidazo[1,5-a]pyridin-6-yl)aniline ClC=1C(=CC(=C(N)C1)F)C=1C=CC=2N(C1)C=NC2